3-(4-(5-benzylpyrimidin-2-yl)piperidin-1-yl)-6-(1-methyl-1H-pyrazol-4-yl)pyrazolo[1,5-a]pyridine C(C1=CC=CC=C1)C=1C=NC(=NC1)C1CCN(CC1)C=1C=NN2C1C=CC(=C2)C=2C=NN(C2)C